CC1=C(C=CC(=C1)S(N[C@H](C)C1CCNCC1)(=O)=O)NC(=O)C1CCC1 (R)-N-(2-methyl-4-(N-(1-(piperidin-4-yl)ethyl)sulfamoyl)phenyl)cyclobutanecarboxamide